N,N-dibenzylmethacrylamide C(C1=CC=CC=C1)N(C(C(=C)C)=O)CC1=CC=CC=C1